Tert-butyl (1,5-dimethyl-4-oxo-4,5-dihydro-1H-pyrrolo[3,2-c]pyridin-3-yl)carbamate CN1C=C(C=2C(N(C=CC21)C)=O)NC(OC(C)(C)C)=O